4-((R)-3-((cyclopropylmethyl)amino)piperidin-1-yl)-1-(1-(4-(6-((R)-3-methylpyrrolidin-1-yl)pyrazin-2-yl)-1H-1,2,3-triazol-1-yl)ethyl)pyridin-2(1H)-one C1(CC1)CN[C@H]1CN(CCC1)C1=CC(N(C=C1)C(C)N1N=NC(=C1)C1=NC(=CN=C1)N1C[C@@H](CC1)C)=O